decane-1,10-diyldipyridin C(CCCCCCCCCC1=NC=CC=C1)C1=NC=CC=C1